C(CCC)P(C12CC3CC(CC(C1)C3)C2)C23CC1CC(CC(C2)C1)C3 n-butyl-bis(1-adamantyl)phosphorus